[Pb].[Sc].[Sb] antimony-scandium-lead